CN1C(C2=NC(=C(C=C2C1)NC(=O)C=1C=NN2C1N=CC=C2)N2CCOCC2)=O N-(6-methyl-2-morpholino-7-oxo-5H-pyrrolo[3,4-b]pyridin-3-yl)pyrazolo[1,5-a]pyrimidine-3-carboxamide